FC=1C=NC=CC1C#N 3-fluoropyridine-4-carbonitrile